5-[4-(benzylsulfanyl)phenyl]-1,3,4-oxadiazol-2-ol C(C1=CC=CC=C1)SC1=CC=C(C=C1)C1=NN=C(O1)O